C(CN)N Ethylen-diamin